2-phenyl-6,7-dichloro-5,8-quinolinedione C1(=CC=CC=C1)C1=NC=2C(C(=C(C(C2C=C1)=O)Cl)Cl)=O